1-(5Z,8Z,11Z,14Z,17Z-eicosapentaenoyl)-2-heptadecanoyl-glycero-3-phosphoserine CCCCCCCCCCCCCCCCC(=O)O[C@H](COC(=O)CCC/C=C\C/C=C\C/C=C\C/C=C\C/C=C\CC)COP(=O)(O)OC[C@@H](C(=O)O)N